BrC1=C(C=C(C=C1)NC(=O)C=1C=NC(=NC1)C1=C(C=C(C=C1)C1=NOC(=N1)C)C1CC1)OCCN(C)C N-(4-bromo-3-(2-(dimethylamino)ethoxy)phenyl)-2-(2-cyclopropyl-4-(5-methyl-1,2,4-oxadiazol-3-yl)phenyl)pyrimidine-5-carboxamide